methyl 2-[1-(4,4-difluorocyclohexyl)piperidin-4-yl]-6-fluoro-1H-indole-4-carboxylate FC1(CCC(CC1)N1CCC(CC1)C=1NC=2C=C(C=C(C2C1)C(=O)OC)F)F